CCCCC=CCCCCCCC 5-tridecene